Cl.CC1=C(C(=O)N)C=CC=C1 2-Methylbenzamide HCl